copper silicate carbon [C+4].[Si]([O-])([O-])([O-])[O-].[Cu+2]